C1=C(C=CC=2CCCCC12)C=O 5,6,7,8-tetrahydro-2-naphthalenal